CN1CCN(CC1)CCNC1=NC(=NC2=CC=CC=C12)NC1=CC=CC=C1 N4-(2-(4-methylpiperazin-1-yl)ethyl)-N2-phenylquinazoline-2,4-diamine